1-[2-(1-chlorocyclopropyl)-3-(2-chlorophenyl)-2-hydroxypropyl]-5-mercapto-1,2,4-triazole-3-carboxylic acid ClC1(CC1)C(CN1N=C(N=C1S)C(=O)O)(CC1=C(C=CC=C1)Cl)O